NC(C)(N(CC)C)N diamino-methyldiethylamine